Cl.Cl.C(CCCCCCCCCCCCC)(=O)OCC(COP(=O)(O)OCC(COC(C[C@@H](C)N)=O)OC(C[C@@H](C)N)=O)OC(CCCCCCCCCCCCC)=O 3-(((2,3-bis(((R)-3-aminobutanoyl)oxy)propoxy)(hydroxy) phosphoryl)oxy)propane-1,2-diyl ditetradecanoate dihydrochloride